C(#N)CC1CCC(CC1)N1C(=NC=2C1=C1C(=NC2)NC=C1)CNC(=O)NCC1CCCCC1 1-((1-((1r,4r)-4-(cyanomethyl)cyclohexyl)-1,6-dihydroimidazo[4,5-d]Pyrrolo[2,3-b]Pyridin-2-yl)methyl)-3-(cyclohexylmethyl)urea